CC(C)(C)OC(=O)N1CCN(CC1)C1=CC=C(N=N1)C(=O)O 6-[4-[(2-methylpropan-2-yl)oxycarbonyl]piperazin-1-yl]pyridazine-3-carboxylic acid